4-Cyano-2-nitrophenyl triflate O(S(=O)(=O)C(F)(F)F)C1=C(C=C(C=C1)C#N)[N+](=O)[O-]